(2s,4S)-N-((1s,3S)-3-(3-Isopropylphenyl)cyclobutyl)-N-methyl-6-oxo-7-oxa-5-azaspiro[3.4]octane-2-carboxamide C(C)(C)C=1C=C(C=CC1)C1CC(C1)N(C(=O)C1CC2(C1)NC(OC2)=O)C